FC=1C=CC(=C(C1)NC(=O)NC1=CC(=CC(=C1)OC(F)(F)F)F)CCO 1-[5-fluoro-2-(2-hydroxyethyl)phenyl]-3-(3-fluoro-5-trifluoromethoxyphenyl)urea